OCC1=CC=CC=C1 4-(hydroxymethyl)benzene